BrCCC(CO)(CO)CCBr 2,2-bis(bromoethyl)-1,3-propanediol